N1(N=CC=C1)CCNC(=O)C1=CC2=C(N(C(=N2)NC=2SC3=C(N2)C=CC(=C3)OC(F)(F)F)C)C=C1 1-Methyl-2-(6-trifluoromethoxy-benzothiazol-2-ylamino)-1H-benzoimidazole-5-carboxylic acid (2-pyrazol-1-yl-ethyl)-amide